(S)-2-TERT-BUTOXYCARBONYLAMINO-4-OXO-PENTANOIC ACID C(C)(C)(C)OC(=O)N[C@H](C(=O)O)CC(C)=O